potassium 1,4,7,10,13,16-hexaoxoniacyclooctadecane [OH+]1CC[OH+]CC[OH+]CC[OH+]CC[OH+]CC[OH+]CC1.[K+]